N-(5-bromo-7-chloro-1,3-benzothiazol-6-yl)-1-methyl-cyclopropanecarboxamide BrC=1C(=C(C2=C(N=CS2)C1)Cl)NC(=O)C1(CC1)C